BrC1=C(C(=CC(=C1)Cl)Br)CC=O 2-(2,6-dibromo-4-chlorophenyl)acetaldehyde